N-[4-fluoro-5-[3-[[methyl(oxetan-3-yl)amino]methyl]phenyl]-2-[rac-(3R)-3,4-dimethylpiperazin-1-yl]phenyl]-6-oxo-4-(trifluoromethyl)-1H-pyridine-3-carboxamide FC1=CC(=C(C=C1C1=CC(=CC=C1)CN(C1COC1)C)NC(=O)C1=CNC(C=C1C(F)(F)F)=O)N1C[C@H](N(CC1)C)C |r|